ClC1=C(C#N)C=CC(=C1)N1CC2(C[C@@H]1C)CCN(CC2)C2=CC=C(C=C2)C(=O)N2CCC(CC2)N2CCN(CC2)C2=CC(=CC=C2)NC2C(NC(CC2)=O)=O 2-Chloro-4-((3S)-8-(4-(4-(4-(3-((2,6-dioxopiperidin-3-yl)amino)phenyl)-piperazin-1-yl)piperidine-1-carbonyl)phenyl)-3-methyl-2,8-diazaspiro[4.5]decan-2-yl)benzonitrile